C(C)(C)(C)OC(=O)NCC(=O)NCCOC(=O)C1=C(SC=C1C)NC(C(CC)C1=CC=C(C=C1)F)=O (2-(2-((tert-butoxycarbonyl) amino) acetamido) ethyl)-2-(2-(4-fluorophenyl) butyrylamino)-4-methylthiophene-3-carboxylate